NCC1(CC(NC1)=O)C 4-(aminomethyl)-4-methylpyrrolidin-2-one